(2Z)-{2-[(tert-butoxycarbonyl)amino]-1,3-thiazol-4-yl}({[1-(tert-butoxycarbonyl)-4,4-dimethylcyclohexyl]oxy}imino)acetic acid C(C)(C)(C)OC(=O)NC=1SC=C(N1)/C(/C(=O)O)=N/OC1(CCC(CC1)(C)C)C(=O)OC(C)(C)C